(6R)-6-((6-cyano-5-(trifluoromethyl)pyridin-3-yl)amino)-5-hydroxy-5-methyl-6-oxohexanoic acid C(#N)C1=C(C=C(C=N1)NC(C(CCCC(=O)O)(C)O)=O)C(F)(F)F